[N+](=[N-])=CC(CC[C@@H](C(=O)OC(C)C)NC(C(CC1=CNC2=CC=CC=C12)(C)O)=O)=O isopropyl (2S)-6-diazo-2-(2-hydroxy-3-(1H-indol-3-yl)-2-methylpropanamido)-5-oxohexanoate